ClC=1C(=C(C#N)C=C(C1)N1C=CC2=CC(=CC=C12)OC)OCCCl 3-chloro-2-(2-chloroethoxy)-5-(5-methoxyindol-1-yl)benzonitrile